4-Ethoxy-6-((3-morpholinobicyclo[1.1.1]pentan-1-yl)amino)pyrimidine-5-carboxylic acid C(C)OC1=NC=NC(=C1C(=O)O)NC12CC(C1)(C2)N2CCOCC2